NCC(COC(C(C1=CC(=C(C=C1)C1=CC=CC=C1)F)C)=O)(F)F 2-fluoro-α-methyl-[1,1'-biphenyl]-4-acetic acid 3-amino-2,2-difluoropropyl ester